4-(hydroxymethyl)-1,1-dimethyl-7-morpholinyl-3,4-dihydro-1H-pyrano[4,3-c]pyridine-4-ol OCC1(COC(C2=C1C=NC(=C2)N2CCOCC2)(C)C)O